[2-[[6-(tert-butoxycarbonylamino)-5-cyclopropyl-3-pyridyl]amino]-2-oxo-acetyl]oxylithium C(C)(C)(C)OC(=O)NC1=C(C=C(C=N1)NC(C(=O)O[Li])=O)C1CC1